N1C=C(C2=CC=CC=C12)CC(CCC(C)C)=O 1-(1H-indol-3-yl)-5-methylhexan-2-one